FC=1C=C(C=C(C1)F)[C@H]1N(OCC1)C(=O)[C@@H]1CC[C@H](CC1)COC=1C=C(C#N)C=C(C1)F trans-3-((4-((S)-3-(3,5-difluorophenyl)isoxazolidine-2-carbonyl)cyclohexyl)methoxy)-5-fluorobenzonitrile